C1(CC1)C([C@@H](C(=O)NC=1C=NN(C1)CC1=NC=CN=C1OC)NC(OC1CC1)=O)C1CC1 cyclopropyl N-[(1S)-1-(dicyclopropylmethyl)-2-[[1-[(3-methoxypyrazin-2-yl)methyl]pyrazol-4-yl]amino]-2-oxo-ethyl]carbamate